C([C@@H](CO)CCC)([2H])([2H])[2H] (R)-2-(methyl-d3)pentan-1-ol